FC1=C(C=CC=C1NS(=O)(=O)C)NC(=O)C=1SC=C(C1)C1=NC=CC=C1OCC=1C=NC=CC1 N-(2-fluoro-3-(methylsulfonamido)phenyl)-4-(3-(pyridin-3-ylmethoxy)pyridin-2-yl)thiophene-2-carboxamide